C(C1=CC=CC=C1)O[C@@](C(=O)NNC(=O)C1=NC(=C(C=C1[N+](=O)[O-])C(F)(F)F)O)(CC=C)C(F)(F)F N'-[(2R)-2-benzyloxy-2-(trifluoromethyl)pent-4-enoyl]-6-hydroxy-3-nitro-5-(trifluoromethyl)pyridine-2-carbohydrazide